FC1(CCC(CC1)C1=NN=C2N1C=CC(=C2OC)I)F 3-(4,4-Difluorocyclohexyl)-7-iodo-8-methoxy-[1,2,4]triazolo[4,3-a]pyridine